(1S,5R)-5-(trifluoromethyl)-3-(8-(trifluoromethyl)quinolin-5-yl)-3-azabicyclo[3.1.0]hexane-1-carboxylic acid FC([C@]12CN(C[C@@]2(C1)C(=O)O)C1=C2C=CC=NC2=C(C=C1)C(F)(F)F)(F)F